CN(CC(F)(F)C=1SC2=C(N1)C=C(C=C2)C2=CCC(C=N2)C)C 6-(2-(2-(dimethylamino)-1,1-difluoroethyl)benzo[d]thiazol-5-yl)-3-methyl-3,4-dihydropyridine